COC1=CC=C(C=C1)C(OC[C@@]12COC([C@@H](O1)N1C3=NC=NC(=C3N=C1)N(C(C1=CC=CC=C1)=O)CCCCCCCCCCCCCCCC)C2OP(N(C(C)C)C(C)C)OCCC#N)(C2=CC=CC=C2)C2=CC=C(C=C2)OC N-[9-[(4R,6R)-4-[[bis(4-methoxyphenyl)-phenyl-methoxy]methyl]-7-[2-cyanoethoxy-(diisopropylamino)phosphanyl]oxy-2,5-dioxabicyclo[2.2.1]heptan-6-yl]purin-6-yl]-N-hexadecyl-benzamide